3-chloro-6-[3-(difluoromethyl)-1,2,4-triazol-1-yl]-2-fluoro-benzoic acid ClC=1C(=C(C(=O)O)C(=CC1)N1N=C(N=C1)C(F)F)F